[Na].C(C)N(CC(=O)O)S(=O)(=O)C=1C=C(C=C2C=NNC12)C N-ethyl-N-((5-methyl-1H-indazol-7-yl)sulfonyl)glycine sodium